ClC1=C(C(=NC(=N1)N)NCC1=CC=C(C=C1)OC)N 6-chloro-N4-(4-methoxy-benzyl)-pyrimidine-2,4,5-triamine